(E)-methyl 2-(2-(chloromethyl) phenyl)-3-methoxypropenoate ClCC1=C(C=CC=C1)/C(/C(=O)OC)=C\OC